trans-Ozone O=[O+][O-]